C[C@H]1N(CCOC1)C1=NC2=C(N=CC=C2C(=C1)C1=C(C=CC=C1)NC(C)=O)C1=CC=NN1C1OCCCC1 N-(2-{2-[(3R)-3-methylmorpholin-4-yl]-8-[1-(tetrahydro-2H-pyran-2-yl)-1H-pyrazol-5-yl]-1,7-naphthyridin-4-yl}phenyl)acetamide